[Na+].CC(=CCCCCC)C(=O)[O-] oct-2-ene-2-carboxylic acid, sodium salt